FC1=C(C=CC(=C1)[N+](=O)[O-])N1CCN(CC1)CC1=CC=C(C=C1)C=1C=NC(=NC1)N1C[C@H](OCC1)CN1N=NC=2C1=NC=C(N2)C=2C=NN(C2)C (S)-4-(5-(4-((4-(2-fluoro-4-nitrophenyl)piperazin-1-yl)methyl)phenyl)pyrimidin-2-yl)-2-((5-(1-methyl-1H-pyrazol-4-yl)-1H-[1,2,3]triazolo[4,5-b]pyrazin-1-yl)methyl)morpholine